methyl N4-((R)-1-ethoxy-3-(1-methyl-1H-indol-3-yl)-1-oxopropan-2-yl)-L-asparaginate C(C)OC([C@@H](CC1=CN(C2=CC=CC=C12)C)NC(C[C@H](N)C(=O)OC)=O)=O